BrC1=C(C=CC=C1)C(C)(C)C1=CC=CC=C1 1-bromo-2-(2-phenylpropan-2-yl)benzene